6-(3-fluoro-4-((6-isopropyl-2,6-diazaspiro[3.3]heptan-2-yl)methyl)phenyl)-1,4-dimethyl-2-(4-(methylsulfonyl)phenyl)-1H-benzo[d]imidazole FC=1C=C(C=CC1CN1CC2(C1)CN(C2)C(C)C)C=2C=C(C1=C(N(C(=N1)C1=CC=C(C=C1)S(=O)(=O)C)C)C2)C